3-(5-bromo-3-fluoro-1-methyl-2-oxoindolin-3-yl)-1-methylquinoline-2(1H)-one BrC=1C=C2C(C(N(C2=CC1)C)=O)(F)C=1C(N(C2=CC=CC=C2C1)C)=O